NC1=NC2=CC=CC(=C2C=C1Cl)F amino-3-chloro-5-fluoroquinolin